Tert-butyl (3S,4R)-3-fluoro-4-((2-((Z)-N'-hydroxycarbamimidoyl)-3-(2,2,2-trifluoroethyl)thieno[2,3-c]pyridin-7-yl)amino)pyrrolidine-1-carboxylate F[C@H]1CN(C[C@H]1NC=1N=CC=C2C1SC(=C2CC(F)(F)F)/C(/N)=N/O)C(=O)OC(C)(C)C